4-(benzylamino)-2-(2,6-dioxopiperidin-3-yl)isoindoline-1,3-dione C(C1=CC=CC=C1)NC1=C2C(N(C(C2=CC=C1)=O)C1C(NC(CC1)=O)=O)=O